Cl.C(CCC)C=1OC2=C(N1)C=CC(=C2)OC(C(CN)=C)(F)F 2-(((2-butylbenzo[d]oxazol-6-yl)-oxy)difluoromethyl)prop-2-en-1-amine hydrochloride